tert-butyl (R)-(1-(4-(4-((1-(tert-butyl)-1H-1,2,3-triazole-4-carboxamido)methyl)-3-methylphenyl)pyridin-3-yl)azepan-3-yl)(methyl)carbamate C(C)(C)(C)N1N=NC(=C1)C(=O)NCC1=C(C=C(C=C1)C1=C(C=NC=C1)N1C[C@@H](CCCC1)N(C(OC(C)(C)C)=O)C)C